omega-aminocaprylic acid C(CCCC(=O)O)CCCN